5-[1-[4-bromo-5-(1,1,2,2,3,3,3-heptafluoropropylsulfanyl)-2-methyl-pyrazol-3-yl]pyrazol-4-yl]-2-chloro-N-cyclopropyl-benzamide BrC1=C(N(N=C1SC(C(C(F)(F)F)(F)F)(F)F)C)N1N=CC(=C1)C=1C=CC(=C(C(=O)NC2CC2)C1)Cl